C(=O)O.N[C@@H]1[C@@H](OCC12CCN(CC2)C2=NC=C(C(N2C)=O)SC2=C(C=1N(C=C2)N=CC1)Cl)C 2-((3S,4S)-4-amino-3-methyl-2-oxa-8-azaspiro[4.5]decan-8-yl)-5-((4-chloropyrazolo[1,5-a]pyridin-5-yl)thio)-3-methylpyrimidin-4(3H)-one formate salt